2-deoxy-2-acetylamino-β-D-galactopyranose C(C)(=O)N[C@H]1[C@H](O)O[C@@H]([C@@H]([C@@H]1O)O)CO